6-(Azetidin-1-yl)-4-fluoro-N-{2-[(3-methyl-1-phenyl-1H-pyrazol-5-yl)amino]benzene-1-sulfonyl}-1-benzofuran-2-carboxamide N1(CCC1)C1=CC2=C(C=C(O2)C(=O)NS(=O)(=O)C2=C(C=CC=C2)NC2=CC(=NN2C2=CC=CC=C2)C)C(=C1)F